CN1C(=NC2=C1C(=CC=C2C(=O)O)Br)N2CCC2 methyl-2-(azetidin-1-yl)-7-bromo-1H-benzo[d]imidazole-4-carboxylic acid